2-[5,8-dioxo-2-(piperidin-1-ylcarbonyl)-6-(propan-2-yl)-5,6,7,8-tetrahydro-4H-pyrazolo[1,5-a]pyrrolo[3,4-d]pyrimidin-4-yl]-N-(5-fluoropyridin-2-yl)acetamide O=C1N(CC2=C1N(C=1N(C2=O)N=C(C1)C(=O)N1CCCCC1)CC(=O)NC1=NC=C(C=C1)F)C(C)C